4-(2,6-dimethyl-6,7-dihydropyrazolo[1,5-a]pyrimidin-4(5H)-yl)-N-(4-fluoro-[3,3'-bipyridin]-6-yl)-4-oxobutanamide CC1=NN2C(N(CC(C2)C)C(CCC(=O)NC2=CC(=C(C=N2)C=2C=NC=CC2)F)=O)=C1